ClC=1C=C(C=CC1Cl)C(CC(=O)OCC)=O ethyl 3-(3,4-dichlorophenyl)-3-oxopropionate